4-fluoropyrrolidine-2-carboxamide hydrochloride Cl.FC1CC(NC1)C(=O)N